C(CC)OC(C=CC1=CC=CC=C1)=O Cinnamic acid propyl ester